C(#N)N1C[C@@H](OCC1)C(=O)NC=1SC(=CN1)C1=CC=CC=C1 (R)-4-Cyano-N-(5-phenylthiazol-2-yl)morpholine-2-carboxamide